4-(7-bromoimidazo[1,2-a]pyridin-3-yl)-N-cyclopropyl-2-(difluoromethoxy)-6-methoxy-benzamide BrC1=CC=2N(C=C1)C(=CN2)C2=CC(=C(C(=O)NC1CC1)C(=C2)OC)OC(F)F